(1S,2S)-2-fluoro-N-{7-[6-(3-hydroxypentan-3-yl)-4-methylpyridin-3-yl]-2,6-naphthyridin-3-yl}cyclopropane-1-carboxamide F[C@@H]1[C@@H](C1)C(=O)NC=1N=CC2=CC(=NC=C2C1)C=1C=NC(=CC1C)C(CC)(CC)O